(1S,2S)-N-(6-(((8-amino-6-cyclopropylimidazo[1,2-a]pyridin-2-yl)methyl)amino)pyrimidin-4-yl)-2-(3-chlorophenyl)cyclopropane-1-carboxamide NC=1C=2N(C=C(C1)C1CC1)C=C(N2)CNC2=CC(=NC=N2)NC(=O)[C@@H]2[C@H](C2)C2=CC(=CC=C2)Cl